ClC1=NN(C2=NC(=NC=C21)NC=2C=C(C=CC2)C2(CC2)C(=O)OC)C methyl 1-(3-((3-chloro-1-methyl-1H-pyrazolo[3,4-d]pyrimidin-6-yl)amino)phenyl)-cyclopropanecarboxylate